OCCN(C1=CC=C(C=C1)C)CCO N,N-bis(hydroxyethyl)-4-toluidine